C(CCC)C1CN(C(OC12CCN(CC2)C2(CCN(CC2)C(=O)C=2C(=NC=NC2C)C)C)=O)CCN2CCOCC2 5-Butyl-9-[1-(4,6-dimethyl-pyrimidine-5-carbonyl)-4-methyl-piperidin-4-yl]-3-(2-morpholin-4-yl-ethyl)-1-oxa-3,9-diaza-spiro[5.5]undecan-2-one